C(C)(C)OC1=C(C=C2C(=NC=NC2=C1)C=1C(=NN(C1)C)C1=CC=CC=C1)[C@H](C)O (S)-1-(7-isopropoxy-4-(1-methyl-3-phenyl-1H-pyrazol-4-yl)quinazolin-6-yl)ethan-1-ol